(1R,2R)-2-((5-chloropyridin-2-yl)methyl)-1-phenylcyclohexanol ClC=1C=CC(=NC1)C[C@@H]1[C@@](CCCC1)(O)C1=CC=CC=C1